N-(3-(ethoxymethyl)-3-phenethyl-pyrrolidin-1-yl)-N,6-dimethylpyridin-3-amine C(C)OCC1(CN(CC1)N(C=1C=NC(=CC1)C)C)CCC1=CC=CC=C1